5-(cyclopropylmethyl)-1-methylpiperidine-2,4-dione C1(CC1)CC1C(CC(N(C1)C)=O)=O